C(C)OC(=O)C=1C(=NC(=NC1C)N1CCC(CC1)C(C)(C)C)N.CN(C)C=C1C(N(C2=CC=CC=C12)CC)=O 3-(dimethylamino)methylene-1-ethylindol-2-one ethyl-4-amino-2-(4-(tert-butyl)piperidin-1-yl)-6-methylpyrimidine-5-carboxylate